CC(C)C1=NN=C(S1)S 5-(propan-2-yl)-1,3,4-thiadiazole-2-thiol